methyl 2-[3-(2-hydroxyethoxy)-1,2-oxazol-5-yl]-3-methylbutanoate OCCOC1=NOC(=C1)C(C(=O)OC)C(C)C